C1(CC1)C1=CC=C(C=C1)C=1C=C(C(=NC1)N1N=C2C(C=NC(=C2)S(=O)(=O)C(F)(F)F)=C1)S(=O)(=O)CC 5-(4-cyclopropylphenyl)-3-(ethanesulfonyl)-2-[6-trifluoromethanesulfonyl-pyrazolo[4,3-c]pyridin-2-yl]pyridine